ClC1=CC=NC(=C1C(=O)O)C 4-chloro-2-methylnicotinic acid